FC1=C(C(F)(F)Cl)C=CC=C1 trifluorobenzyl chloride